C(C)(C)C1=C(NC2=CC=C(C=C12)C1CN(C1)CCS(=O)(=O)C)C=1C(=C(C=2N(C1)N=CN2)C)C 6-(3-Isopropyl-5-(1-(2-(methylsulfonyl)ethyl)azetidin-3-yl)-1H-indol-2-yl)-7,8-dimethyl-[1,2,4]triazolo[1,5-a]pyridin